FC=1C=C(C2=C(C(=C(S2)\C=N\SC(C)(C)C)C)C1)F N-[(1E)-(5,7-difluoro-3-methyl-1-benzothiophen-2-yl)methylene]-2-methylpropane-2-sulfenamide